C1(=CC=CC=C1)[C@@H]1OCCN2C1=NC(=N2)C(=O)N[C@H]2COC1=C(NC2=O)C(=CC(=C1)F)F (8S)-8-phenyl-N-[(3S)-6,8-difluoro-4-oxo-3,5-dihydro-2H-1,5-benzoxazepin-3-yl]-6,8-dihydro-5H-[1,2,4]triazolo[5,1-c][1,4]oxazine-2-carboxamide